C(C)(C)C1CCN(CC1)C1=NC=C(C=N1)NC1=CC=C(CNC(=O)N)C=C1 1-(4-((2-(4-Isopropylpiperidin-1-yl)pyrimidin-5-yl)amino)benzyl)urea